C[C@H]1[C@@H](CN(C1)CC1=NC=CC=N1)C=1NC(C2=C(N1)N(N=C2)C2CCOCC2)=O 6-((3S,4S)-4-methyl-1-(pyrimidin-2-ylmethyl)pyrrolidin-3-yl)-1-(tetrahydro-2H-pyran-4-yl)-1,5-dihydro-4H-pyrazolo[3,4-d]pyrimidin-4-one